COC=1C=C(C=CC1OC)C1=CC(=CC=C1)[C@H](CC(=O)[O-])NC(=O)NC=1C(N(C=C(C1[O-])C)C)=O.[Na+].[Na+] Natrium (S)-3-(3',4'-Dimethoxybiphenyl-3-yl)-3-(3-(1,5-dimethyl-4-oxido-2-oxo-1,2-dihydropyridin-3-yl)ureido)propanoat